2-methacryloxypropyl phosphate 2-methacryloxyethyl-phosphate C(C(=C)C)(=O)OCCOP(=O)(O)O.P(=O)(OCC(C)OC(C(=C)C)=O)(O)O